3-bromo-6-(difluoromethoxy)-2-hydrazinopyridine BrC=1C(=NC(=CC1)OC(F)F)NN